N-methoxycarbonyl(2-fluoro-3-{[2-oxo-7-(3-pyridazinyloxy)-3,4-dihydro-2H-1,3-benzoxazin-3-yl]methyl}phenyl)amine COC(=O)NC1=C(C(=CC=C1)CN1C(OC2=C(C1)C=CC(=C2)OC=2N=NC=CC2)=O)F